C(C)(C)(C)OC(=O)N[C@@]1(CN(CC1)C1=CC(=NC=C1C(N[C@@H](C)C1CC1)=O)C(=O)OC)C methyl 4-((S)-3-((tert-butoxycarbonyl)amino)-3-methylpyrrolidin-1-yl)-5-(((S)-1-cyclopropylethyl)carbamoyl)picolinate